(3-((tert-butoxycarbonyl)amino)-4-((4-(3-methoxy-3-oxopropyl)phenyl)amino)-4-oxobutyl)dimethyl-sulfonium C(C)(C)(C)OC(=O)NC(CC[S+](C)C)C(=O)NC1=CC=C(C=C1)CCC(=O)OC